FC(C1=C(C=C(C=N1)C1=N[C@H]([C@@H](OC2=C1C=CC=C2F)C)CC)C)F (2S,3S)-5-(6-(difluoromethyl)-5-methylpyridin-3-yl)-3-ethyl-9-fluoro-2-methyl-2,3-dihydrobenzo[f][1,4]oxazepine